OC[C@@]1(C(NC2=CC(=CC=C12)C#CC1=NC=CC2=CN=C(C=C12)NC1=CC=C(C=C1)S(=O)(=O)C)=O)C |r| Racemic-3-(hydroxymethyl)-3-methyl-6-((7-((4-(methylsulfonyl)phenyl)amino)-2,6-naphthyridin-1-yl)ethynyl)indolin-2-one